2,5-dibromohydroquinone BrC1=C(O)C=C(C(=C1)O)Br